methyl N,N-dimethyl-thiocarbamate CN(C(OC)=S)C